1-(L-valyl)-N-((R)-1-(4-(2-chloropyridin-3-yl)phenyl)-2-hydroxyethyl)-4-hydroxypyrrolidine-2-carboxamide N[C@@H](C(C)C)C(=O)N1C(CC(C1)O)C(=O)N[C@@H](CO)C1=CC=C(C=C1)C=1C(=NC=CC1)Cl